FC(C1=CC=CC(=N1)NC(=O)C=1C(=CC=2N(C1)C=C(N2)C2CCN(CC2)C(CN2CCC(CC2)N2N=C(C=C2)NC2C(NC(CC2)=O)=O)=O)OC(C)C)F N-[6-(difluoromethyl)-2-pyridyl]-2-[1-[2-[4-[3-[(2,6-dioxo-3-piperidyl)amino]pyrazol-1-yl]-1-piperidyl]acetyl]-4-piperidyl]-7-isopropoxy-imidazo[1,2-a]pyridine-6-carboxamide